2-chloro-4-(9-phenyl-9H-carbazol-2-yl)benzo[4,5]Thieno[3,2-d]Pyrimidine ClC=1N=C(C2=C(N1)C1=C(S2)C=CC=C1)C1=CC=2N(C3=CC=CC=C3C2C=C1)C1=CC=CC=C1